ethyl 3-(4-fluorophenyl)-1-propargyl-2,4-dioxo-1,2,3,4-tetrahydropyrimidine-5-carboxylate FC1=CC=C(C=C1)N1C(N(C=C(C1=O)C(=O)OCC)CC#C)=O